1,3-diallyltetramethyldisiloxane C(C=C)[Si](O[Si](CC=C)(C)C)(C)C